(S)-1-((4-(cyclopropylethynyl)-4-(1,1-difluoroethyl)-6-fluoro-2-oxo-1,2,3,4-tetrahydroquinazolin-7-yl)methyl)-4-fluoro-1H-pyrazole-5-carboxamide C1(CC1)C#C[C@@]1(NC(NC2=CC(=C(C=C12)F)CN1N=CC(=C1C(=O)N)F)=O)C(C)(F)F